C1(CC1)S(=O)(=O)N1CC2N(C=3N(C(N=C(C3)OCC3=CC(=C(C=C3)F)F)=O)C2)CC1 2-(Cyclopropylsulfonyl)-7-((3,4-difluorobenzyl)oxy)-3,4,11,11a-tetrahydro-1H-pyrazino[1',2':3,4]imidazo[1,2-c]pyrimidin-9(2H)-one